4-chloro-1-fluoro-2-iodo-naphthalene ClC1=CC(=C(C2=CC=CC=C12)F)I